S1C=NC2=C1C=CC(=C2)C=2C=C(C(=O)NC=1N(C=C(N1)CCCCCC(=O)NC1CC1)C1=CC=CC=C1)C=CC2 3-(benzo[d]thiazol-5-yl)-N-(4-(6-(cyclopropylamino)-6-oxohexyl)-1-phenyl-1H-imidazol-2-yl)benzamide